trans-3-[[4-[(3S)-3-(2-methylthiazol-4-yl)isoxazolidine-2-carbonyl]cyclohexyl]methoxy]benzamide CC=1SC=C(N1)[C@H]1N(OCC1)C(=O)[C@@H]1CC[C@H](CC1)COC=1C=C(C(=O)N)C=CC1